(S)-4-(17-(1H-tetrazol-5-yl)heptadecanamido)-5-(tert-butoxy)-5-oxopentanoic acid N1N=NN=C1CCCCCCCCCCCCCCCCC(=O)N[C@@H](CCC(=O)O)C(=O)OC(C)(C)C